1,3,5-tris-(aminomethyl)cyclohexane NCC1CC(CC(C1)CN)CN